2,4-lutidine tert-Butyl-3-((azetidin-3-ylmethyl)amino)-3-(3-(trifluoromethyl)phenethyl)piperidine-1-carboxylate C(C)(C)(C)OC(=O)N1CC(CCC1)(CCC1=CC(=CC=C1)C(F)(F)F)NCC1CNC1.N1=C(C=C(C=C1)C)C